C[C@H]1COS(=O)(=O)N1C(=O)OC(C)(C)C tert-butyl (4S)-4-methyl-2,2-dioxo-oxathiazolidine-3-carboxylate